ClC=1C=C(C=CC1)C(C(=O)OC)NC(=O)C1C2OC3=C(C21)C=C(C=C3)F methyl 2-(3-chlorophenyl)-2-[(exo-5-fluoro-1a,6b-dihydro-1H-cyclopropa[b][1]benzofuran-1-carbonyl)amino]acetate